3-chloropropyl (S)-((1-(bicyclo[1.1.1]pentan-1-yl)-1H-1,2,3-triazol-4-yl)(2-methyl-1-oxo-1,2-dihydroisoquinolin-5-yl)methyl)(8-chloro-3-cyano-4-(neopentylamino)quinolin-6-yl)carbamate C12(CC(C1)C2)N2N=NC(=C2)[C@H](C2=C1C=CN(C(C1=CC=C2)=O)C)N(C(OCCCCl)=O)C=2C=C1C(=C(C=NC1=C(C2)Cl)C#N)NCC(C)(C)C